C1(CCC1)C1=CC(=C2C=C(C(NC2=C1)=O)C(=O)O)C 7-cyclobutyl-5-methyl-2-oxo-1,2-dihydroquinoline-3-carboxylic acid